3-[(5r,6s)-5,6-dihydroxycyclohexa-1,3-dienyl]propanoic acid O[C@@H]1C=CC=C([C@@H]1O)CCC(=O)O